3-({[(1S)-5-[methyl-(4-methylphenyl)amino]-1,3-dihydro-2-benzofuran-1-yl]methyl}amino)pyridine-4-carboxylic acid methyl ester COC(=O)C1=C(C=NC=C1)NC[C@H]1OCC2=C1C=CC(=C2)N(C2=CC=C(C=C2)C)C